(E)-1-(3-(3-(2-cyclopropylvinyl)-1H-pyrazolo[3,4-b]pyridin-1-yl)azetidin-1-yl)propan-2-en-1-one C1(CC1)/C=C/C1=NN(C2=NC=CC=C21)C2CN(C2)C(C=C)=O